ClC1=CC=2C(OCC=3C=CC(=CC3C3=CC(=CC(NS(C(=C1O)C2)(=O)=O)=C3)C(F)(F)F)F)=O 13-Chloro-4-fluoro-14-hydroxy-16,16-dioxo-20-(trifluoromethyl)-9-oxa-16λ6-thia-17-azatetracyclo[16.3.1.111,15.02,7]tricosa-1(21),2(7),3,5,11(23),12,14,18(22),19-nonaen-10-one